BrC1=CC=2C(C3=CC=CC=C3SC2C=C1)(C)C 2-bromo-9,9-dimethyl-9H-thioxanthene